ClC1=C(COC(=O)NC=2C=CC=C3CC[C@@H](OC23)C(=O)OC)C=CC=C1 Methyl (R)-8-((((2-chlorobenzyl)oxy)carbonyl)amino)chromane-2-carboxylate